(S)-7-(4-(4-fluoro-2-(oxetan-3-yloxy)phenyl)piperidin-1-yl)-5-oxa-2-azaspiro[3.4]Octane FC1=CC(=C(C=C1)C1CCN(CC1)[C@@H]1COC2(CNC2)C1)OC1COC1